2-{(3bR,4aR)-3-[4-(2,2-Difluoroethyl)piperazin-1-carbonyl]-3b,4,4a,5-tetrahydro-1H-cyclopropa[3,4]cyclopenta[1,2-c]pyrazol-1-yl}-1-[4-(2,3-dimethylphenyl)piperazin-1-yl]ethan-1-on FC(CN1CCN(CC1)C(=O)C=1C2=C(N(N1)CC(=O)N1CCN(CC1)C1=C(C(=CC=C1)C)C)C[C@@H]1[C@H]2C1)F